[C@H]12CC(C[C@H](CCC1)N2)N(C=2SC=1N=C(N=CC1N2)C=2C=C(C=1N(C2)C=C(N1)C)C#N)C 6-{2-[(1r,5s)-9-azabicyclo[3.3.1]non-3-yl-(methyl)amino][1,3]thiazolo[5,4-d]pyrimidin-5-yl}-2-methylimidazo[1,2-a]pyridine-8-carbonitrile